CC1=CC=C(N=N1)OC=1C=CC=2N(C1)N=CC2C2=CC=C(C(=N2)C=2C=NN(C2C)CC(F)(F)F)C(C)=O 1-[6-[6-(6-methylpyridazin-3-yl)oxypyrazolo[1,5-a]pyridin-3-yl]-2-[5-methyl-1-(2,2,2-trifluoroethyl)pyrazol-4-yl]-3-pyridyl]ethanone